ClC1=CC=C(C=C1)CC1=NSC(=N1)OC1=CC(=C(C=C1C)N=CN(C)CC)C N'-[4-({3-[(4-chlorophenyl)methyl]-1,2,4-thiadiazol-5-yl}oxy)-2,5-dimethylphenyl]-N-ethyl-N-methylformamidine